N-ethyl-4,5-epoxycyclohexane-1,2-dicarboxylic acid imide C(C)N=C(O)C1C(CC2C(C1)O2)C(=O)O